C(C)(C)(C)C=1C=CC(=C(C1)B(O)O)Cl 5-TERT-BUTYL-2-CHLOROPHENYLBORONIC ACID